FC1(C(C1)CN(C(=O)OCC1=C(N=NN1C)C1=CC=C(C(=N1)CC)N1C[C@H](CC(C1)(F)F)CC(=O)O)C)F 2-((3S)-1-(6-(5-(((((2,2-difluorocyclopropyl)methyl)(methyl)carbamoyl)oxy)methyl)-1-methyl-1H-1,2,3-triazol-4-yl)-2-ethylpyridin-3-yl)-5,5-difluoropiperidin-3-yl)acetic acid